[Si](C)(C)(C(C)(C)C)OCC=1C(=NC=CC1)CN (3-{[(tert-butyldimethylsilyl)oxy]methyl}pyridin-2-yl)methylamine